5-bromo-6-(2,2-difluoroethoxy)-2-fluoro-N,N-bis[(4-methoxyphenyl)methyl]pyridine-3-amine BrC=1C=C(C(=NC1OCC(F)F)F)N(CC1=CC=C(C=C1)OC)CC1=CC=C(C=C1)OC